1-{4-[(5-oxo-5,6,7,8-tetrahydronaphthalen-1-yl)sulfamoyl]phenyl}-3-(pyridin-3-ylmethyl)urea O=C1C=2C=CC=C(C2CCC1)NS(=O)(=O)C1=CC=C(C=C1)NC(=O)NCC=1C=NC=CC1